ClC1=C(C(=O)N[C@H](C)C2=CC=CC3=CC=CC=C23)C=C(C=C1)OC (R)-2-Chloro-5-methoxy-N-(1-(naphthalen-1-yl)ethyl)benzamide